C(C1=CC=CC=C1)SC1=CN=C(S1)O 5-(benzylsulfanyl)-1,3-thiazol-2-ol